1-[7-chloro-2-(methylsulfanyl)pyrido[4,3-d]pyrimidin-5-yl]-6,6-difluoro-1-azaspiro[3.3]heptane ClC1=CC=2N=C(N=CC2C(=N1)N1CCC12CC(C2)(F)F)SC